C(C)OC(=O)[C@@]1(CC(=NO1)C1=C(C=C(C(=C1)N1C(NC(=CC1=O)C(F)(F)F)=O)F)Cl)C (5S)-3-[2-chloro-5-[2,4-dioxo-6-(trifluoromethyl)-1H-pyrimidin-3-yl]-4-fluoro-phenyl]-5-methyl-4H-isoxazole-5-carboxylic acid ethyl ester